(2-(azidomethyl)imidazo[1,2-a]pyridin-6-yl)methanol N(=[N+]=[N-])CC=1N=C2N(C=C(C=C2)CO)C1